COC1CC(C1)N1N=C(C(=C1)NC(=O)C=1OC(=CC1)C=1C=NNC1)C1=NC=CC=C1 N-{1-(3-Methoxycyclobutyl)-3-(pyridine-2-yl)-1H-pyrazol-4-yl}-5-(1H-pyrazol-4-yl)furan-2-carboxamide